S1C2=C(C=C1C(=O)N)CCCCCCC2 4H,5H,6H,7H,8H,9H,10H-cyclonon[b]thiophene-2-carboxamide